ClC=1C=CC(=C(C1)C1=NN(C=C1NC(=O)C=1C=NN2C1N=CC=C2)CC(=O)N(C)CC2(CC2)CO)OC N-(3-(5-chloro-2-methoxyphenyl)-1-(2-(((1-(hydroxymethyl)cyclopropyl)methyl)(methyl)amino)-2-oxoethyl)-1H-pyrazol-4-yl)pyrazolo[1,5-a]pyrimidine-3-carboxamide